C1=CC(=C(C=C1/C(=C/2\\C=CC(=O)C(=C2)C(=O)O)/C3=CC(=C(C=C3)[O-])C(=O)[O-])C(=O)O)[O-] The molecule is a tricarboxylic acid trianion obtained by deprotonation of the three carboxy groups of aurintricarboxylic acid. It is a conjugate base of an aurintricarboxylic acid.